FC(C=1C(=NC(=NC1)NC=1C(=NN(C1)C1CCN(CC1)C)C)NCCCN1CCOCCC1=O)F 4-(3-((5-(difluoromethyl)-2-((3-methyl-1-(1-methylpiperidin-4-yl)-1H-pyrazol-4-yl)amino)pyrimidin-4-yl)amino)propyl)-1,4-oxazepan-5-one